N1=CC=CC2=CC=C3C(=C12)C=CS3=O Thienoquinolone